N1(CCCCC1)C(=O)OC1=CC(=C(C=C1)C=1N=C2SC3=C(N2C1)C=CC(=C3)C(NC3CCOCC3)=O)F (3-fluoro-4-(7-((tetrahydro-2H-pyran-4-yl) carbamoyl) benzo[d]imidazo[2,1-b]thiazol-2-yl) phenyl) piperidine-1-carboxylate